tert-butyl 9-(2-(4-(4-methoxybenzyl) piperazin-1-yl) ethyl)-3-azaspiro[5.5]undecane-3-carboxylate COC1=CC=C(CN2CCN(CC2)CCC2CCC3(CCN(CC3)C(=O)OC(C)(C)C)CC2)C=C1